C(C)C1=CN=C(C=2N1C=CN2)NC=2C=NN(C2)C2CCN(CC2)CCN2CCN(CC2)C2=CC=C(C=C2)C2C(NC(CC2)=O)=O 3-(4-(4-(2-(4-(4-((5-ethylimidazo[1,2-a]pyrazin-8-yl)amino)-1H-pyrazol-1-yl)piperidin-1-yl)ethyl)piperazin-1-yl)phenyl)piperidine-2,6-dione